N[C@@H](CC(C)C)C(=O)NCC1=CC=C(C=C1)F leucyl-4-fluorobenzylamine